C(C1=CC=CC=C1)OC(=O)N1C[C@H](NCC1)C (R)-3-methylpiperazine-1-carboxylic acid benzyl ester